BrC=1C=C(C[C@@H]2N(CC[C@@H]2NS(=O)(=O)C)C(=O)C2CCC2)C=CC1F N-(cis-2-(3-bromo-4-fluorobenzyl)-1-(cyclobutylcarbonyl)pyrrolidin-3-yl)methanesulfonamide